N-(1-ethylpropyl)-3,4-dimethylbenzamide C(C)C(CC)NC(C1=CC(=C(C=C1)C)C)=O